Ethyl-2-oxa-5-azaspiro[3.5]nonane-7-carboxylic acid C(C)C1OCC12NCC(CC2)C(=O)O